[Cl].N1=NN=CC=C1 triazine compound with chlorine